NCC(=O)C1=CC=C(N)C=C1 4-aminoacetyl-Aniline